(S)-2-(4-((2-(3,5-dichlorophenyl)-6-((2-(4-methylpiperazin-1-yl)pyrimidin-5-yl)oxy)pyridin-4-yl)methyl)-1,4-oxazepan-7-yl)ethanol ClC=1C=C(C=C(C1)Cl)C1=NC(=CC(=C1)CN1CCO[C@@H](CC1)CCO)OC=1C=NC(=NC1)N1CCN(CC1)C